2-[3-(3-chloro-5-fluorophenyl)ureido]-4-methoxy-N-propylbenzamide ClC=1C=C(C=C(C1)F)NC(NC1=C(C(=O)NCCC)C=CC(=C1)OC)=O